Lithium bis(monofluoromalonate) borate B([O-])(O)O.FC(C(=O)O)C(=O)O.FC(C(=O)O)C(=O)O.[Li+]